2,4,6,8-Tetramethyl-2,4,6,8-tetraphenylcyclotetrasiloxane C[Si]1(O[Si](O[Si](O[Si](O1)(C1=CC=CC=C1)C)(C1=CC=CC=C1)C)(C1=CC=CC=C1)C)C1=CC=CC=C1